2-(1-(cyclopropylmethyl)-1H-pyrazol-4-yl)-3-isopropyl-4-oxo-3,4-dihydropyrido[3,2-d]pyrimidine-8-carbonitrile C1(CC1)CN1N=CC(=C1)C=1N(C(C2=C(N1)C(=CC=N2)C#N)=O)C(C)C